CC=1C=C(C=CC1C)CCC1=C(C=C(O)C=C1)O 4-[2-(3,4-dimethylphenyl)ethyl]resorcinol